C(CCCCCCCCCCCCCCC)(=O)OC1=C(OC2=C(C1=O)C(=CC(=C2)O)O)C2=CC(=C(C=C2)O)O 2-(3,4-dihydroxyphenyl)-5,7-dihydroxy-4-oxo-4H-benzopyran-3-yl palmitate